C(C=C)(=O)OC1CCC(CC1)CN1CCN(CC1)C=1SC2=C(C(C1)=O)C=C(C=C2[N+](=O)[O-])C(F)(F)F 2-(4-(4-Acryloyloxycyclohexylmethyl)piperazin-1-yl)-6-(trifluoromethyl)-8-nitro-benzothiopyran-4-one